methyl-indenone formate C(=O)O.CC=1C(C2=CC=CC=C2C1)=O